CC1(C=2C=CC(=CC2C(CC1)(C)C)C1(OCCO1)C1=CC=C(C=C1)CCC(=O)O)C 3-{4-[2-(5,5,8,8-tetramethyl-5,6,7,8-tetrahydronaphthalen-2-yl)-1,3-dioxolan-2-yl]phenyl}propanoic acid